FC1=C(C=CC(=C1)[N+](=O)[O-])NC1=NC(=CC=C1)C N-(2-fluoro-4-nitrophenyl)-6-methylpyridin-2-amine